ClC=1C(=CC(=NC1)N1CCC2(CCOCC2)CC1)N 5-chloro-2-(3-oxa-9-azaspiro[5.5]undecan-9-yl)pyridin-4-amine